IC1=CC(=C(C(=O)NC2=NC(=NC(=C2)C)N2C[C@H](OCC2)C)C=C1)N1CCC2(CC2)CC1 (R)-4-Iodo-N-(6-methyl-2-(2-methylmorpholino)pyrimidin-4-yl)-2-(6-azaspiro[2.5]octan-6-yl)benzamide